C1(CCCC1)O[C@@H](CN1N=C2C(=CC=CC2=C1)C(=O)O)[C@H](O)C1=CC(=C(C(=C1)OC)C)OC 2-((2S,3R)-2-(cyclopentyloxy)-3-(3,5-dimethoxy-4-methylphenyl)-3-hydroxypropyl)-2H-indazole-7-carboxylic acid